C(C)N(C(\C=C\C1=CC=C(C=C1)OC)=O)CCSC (E)-N-Ethyl-3-(4-methoxyphenyl)-N-(2-methylsulfanylethyl)prop-2-enamide